C1=CC=CC=C1 BENZENE